((3R,5S)-1-(5-chloro-4-((7-(2-chloroethoxy)-1-methyl-2-oxo-2,3-dihydro-1H-benzo[d]imidazol-5-yl)amino)pyrimidin-2-yl)-5-methylpiperidin-3-yl)carbamic acid tert-butyl ester C(C)(C)(C)OC(N[C@H]1CN(C[C@H](C1)C)C1=NC=C(C(=N1)NC1=CC2=C(N(C(N2)=O)C)C(=C1)OCCCl)Cl)=O